2-(β-D-Galactopyranosyl)-5-(pyridin-2-yl)-1,3,4-oxadiazole [C@@H]1([C@H](O)[C@@H](O)[C@@H](O)[C@H](O1)CO)C=1OC(=NN1)C1=NC=CC=C1